ClC1=C(C=C(C=C1)O)C(F)(F)F 4-Chloro-3-(trifluoromethyl)-phenol